C(=C)C1=CC(=C(C=C1)C(C(C)(C)O)=O)C(=C)C 1-(4-ethenyl-2-prop-1-en-2-ylphenyl)-2-hydroxy-2-methylpropan-1-one